C(#C)C1=CC=C(C=C1)SCC S-(4-ethynylphenyl)ethanethiol